BrC1=C(C(=C2C(=NC(=NC2=C1F)OC[C@]12CCCN2C[C@@H](C1)F)O)OCC(C1OCCC1)NCC(F)F)Cl 7-Bromo-6-chloro-5-(2-((2,2-difluoroethyl)amino)-2-(tetrahydrofuran-2-yl)ethoxy)-8-fluoro-2-(((2R,7aS)-2-fluorotetrahydro-1H-pyrrolizin-7a(5H)-yl)methoxy)quinazolin-4-ol